C(C)C1N(CCC(C1)C=1C=C2C(=CN1)N(C(=C2C2=CC(=C(C=C2)OC)OC)C)C)C2CCNCC2 ethyl-4-(3-(3,4-dimethoxyphenyl)-1,2-dimethyl-1H-pyrrolo[2,3-c]pyridin-5-yl)-[1,4'-bipiperidine]